T-butylcyclohexyl methacrylate t-butylcyclohexyl-acrylate C(C)(C)(C)C=C(C(=O)O)C1CCCCC1.C(C(=C)C)(=O)OC1(CCCCC1)C(C)(C)C